(Z)-2-(non-6-en-1-yloxy)naphthalene C(CCCC\C=C/CC)OC1=CC2=CC=CC=C2C=C1